di(trifluoromethyl) ether FC(F)(F)OC(F)(F)F